methyl (S)-4-(1-(3-(1-(2,2-difluorobenzo[d][1,3]dioxol-5-yl)ethoxy)phenyl)-3-(trifluoromethyl)-4,5,6,7-tetrahydro-1H-pyrazolo[3,4-b]pyridine-7-carbonyl)benzoate FC1(OC2=C(O1)C=CC(=C2)[C@H](C)OC=2C=C(C=CC2)N2N=C(C1=C2N(CCC1)C(=O)C1=CC=C(C(=O)OC)C=C1)C(F)(F)F)F